BrC=1C(=C(OC2=CC=C(C=C2)[C@@H](CCC(=O)OCC)C(F)(F)F)C=CC1)C ethyl (R)-4-(4-(3-bromo-2-methylphenoxy)phenyl)-5,5,5-trifluoropentanoate